[H+].[H+].CC1=C2C=C(C=CC2=C3C=CC(=CC3=[N+]1CCCNCCNCCC[N+]4=C5C=C(C=CC5=C6C=CC(=CC6=C4C7=CC=CC=C7)N)N)N)N.[Cl-].[Cl-].[Cl-].[Cl-] The molecule is a hydrochloride. It has a role as an intercalator and a fluorochrome. It contains an ethidium homodimer tetracation. It derives from an ethidium.